N1(CCCCC1)CCOC1=CC=C(C=C1)C=1C=NC=2N(C1)N=CC2C2=CC=NC=C2 6-[4-(2-piperidin-1-yl-ethoxy)phenyl]-3-pyridin-4-yl-pyrazolo[1,5-a]pyrimidine